P(=O)([O-])([O-])[O-].[Zn+2].O.P(=O)([O-])([O-])[O-].[Zn+2].[Zn+2] Water zinc phosphate